1,3-bis(2,4-diamino-phenoxy)propane NC1=C(OCCCOC2=C(C=C(C=C2)N)N)C=CC(=C1)N